CC12C(C=CC=C1C)S2 2,3-dimethylbenzene sulfide